1-(5-amino-3-chloropyridin-2-yl)pyrrolidin-2-one NC=1C=C(C(=NC1)N1C(CCC1)=O)Cl